FC1=CC=C(C=C1)CS(=O)(=O)N1CC(N(CC1)C1=CC(=CC(N1)=O)C1=C2C(=NC=C1)NC=C2)C(F)(F)F 6-[4-[(4-fluorophenyl)methanesulfonyl]-2-(trifluoromethyl)piperazin-1-yl]-4-(1H-pyrrolo[2,3-b]pyridin-4-yl)-1H-pyridin-2-one